CC1(OB(OC1(C)C)C1=CC=CC=2C=3C=CC=C(C3OC12)C1=CC=C(C=C1)C1(C2=CC=CC=C2C=2C=CC=CC12)C1=CC=CC=C1)C 4,4,5,5-tetramethyl-2-{10-[4-(9-phenyl-9H-fluoren-9-yl)phenyl]-8-oxatricyclo[7.4.0.02,7]trideca-1(9),2(7),3,5,10,12-hexaen-6-yl}-1,3,2-dioxaborolane